FC(S(=O)(=O)OC1=NNC=2CN(CCC21)C(=O)OC(C)(C)C)(F)F tert-Butyl 3-(((trifluoromethyl)sulfonyl)oxy)-4,5-dihydro-1H-pyrazolo[3,4-c]pyridine-6(7H)-carboxylate